FC1=C(C=C(C(=C1F)F)F)S(=O)(=O)NCC(=O)OC(C)(C)C tert-butyl 2-(2,3,4,5-tetrafluorophenylsulfonamido)acetate